3-chloro-1-(5-(3-chloro-4-isopropoxyphenyl)-1,2,4-oxadiazol-3-yl)-6-fluoro-1H-indole-5-carbaldehyde ClC1=CN(C2=CC(=C(C=C12)C=O)F)C1=NOC(=N1)C1=CC(=C(C=C1)OC(C)C)Cl